C(C)(C)[C@H]1CO[C@@]23CCN(C[C@H]3CCC(N21)=O)S(=O)(=O)CC2=CC=C(C=C2)C(F)(F)F (3S,7aR,11aR)-3-isopropyl-9-[[4-(trifluoromethyl)phenyl]methylsulfonyl]-2,3,6,7,7a,8,10,11-octahydrooxazolo[2,3-j][1,6]naphthyridin-5-one